COC1=CC=C(CN2C(N(CCC2=O)C2=CC=C(C=C2)N2CCC(CC2)NC(OC(C)(C)C)=O)=O)C=C1 Tert-butyl (1-(4-(3-(4-methoxybenzyl)-2,4-dioxotetrahydropyrimidin-1(2H)-yl)-phenyl)piperidin-4-yl)carbamate